8-methyl-8-tricyclo[5.2.1.0(2,6)]decylmethacrylate CC1(C2C3CCCC3C(C1)C2)OC(C(=C)C)=O